CC1=C(C=NC(=C1)C)C1COC2=C(O1)C(=CC(=C2)CN2C=NC=1C2=NC=C(C1)N1CC(C1)OC)OC 3-((2-(4,6-dimethylpyridin-3-yl)-8-methoxy-2,3-dihydrobenzo[b][1,4]dioxin-6-yl)methyl)-6-(3-methoxyazetidin-1-yl)-3H-imidazo[4,5-b]pyridine